1-(3-((4-((2'-fluoro-4-methoxy-3'-(trifluoromethyl)-[1,1'-biphenyl]-3-yl)amino)-7-methoxy-quinazolin-6-yl)oxy)azetidin-1-yl)prop-2-en-1-one FC1=C(C=CC=C1C(F)(F)F)C1=CC(=C(C=C1)OC)NC1=NC=NC2=CC(=C(C=C12)OC1CN(C1)C(C=C)=O)OC